BrC=1C(=C2C(C(NC2=CC1)=O)=O)C 5-bromo-4-methylindoline-2,3-dione